benzenethiol-d12 C1(C(C(C(C(C1([2H])[2H])([2H])[2H])([2H])[2H])([2H])[2H])([2H])[2H])(S[2H])[2H]